N1C=CC2=C(C=CC=C12)CN1N=NC(=C1)C1=CC(=NC(=N1)N)C=1C(=C(C#N)C=CC1)C 3-(6-(1-((1H-indol-4-yl)methyl)-1H-1,2,3-triazol-4-yl)-2-aminopyrimidin-4-yl)-2-methylbenzonitrile